tert-butyl 4-(1-methyl-7-methylsulfanyl-2-oxo-4H-pyrimido[4,5-d]pyrimidin-3-yl)-3-phenyl-piperidine-1-carboxylate CN1C(N(CC=2C1=NC(=NC2)SC)C2C(CN(CC2)C(=O)OC(C)(C)C)C2=CC=CC=C2)=O